2,4,6-trioxepane C1OCOCOC1